N-(5-(1-(4-ethylphenyl)-1H-pyrazol-4-yl)-1H-indol-3-yl)tetrahydro-2H-pyran-4-sulfonamide C(C)C1=CC=C(C=C1)N1N=CC(=C1)C=1C=C2C(=CNC2=CC1)NS(=O)(=O)C1CCOCC1